C(C1=CC=CC=C1)OC1=CC=C(OCCOCCNC2=NC=CC=C2)C=C1 N-2-(2-(4-(benzyloxy)phenoxy)ethoxy)ethyl-2-pyridinamine